ClC1=C(C2=CC(=C(N)C=C2)[C@H](CC(=O)O)NC(=O)NC=2C(N(C=CC2O)C)=O)C(=CC(=C1)N)Cl (S)-3-(2',6'-dichlorobenzidin-3-yl)-3-(3-(4-hydroxy-1-methyl-2-oxo-1,2-dihydropyridin-3-yl)ureido)propanoic acid